5-((4-methylpiperidin-1-yl)methyl)thiophen CC1CCN(CC1)CC1=CC=CS1